ClC1=C(C(=CC=C1OC1=C(C(=CC=C1)F)F)\C=C(\B1OC(C(O1)(C)C)(C)C)/F)N1CC2(CCC1)CCN(CC2)C(=O)OC(C)(C)C tert-Butyl (Z)-2-(2-chloro-3-(2,3-difluorophenoxy)-6-(2-fluoro-2-(4,4,5,5-tetramethyl-1,3,2-dioxaborolan-2-yl)vinyl)phenyl)-2,9-diazaspiro[5.5]undecane-9-carboxylate